tert-Butyl 4-(5-((6-(3,5-dichlorophenyl)-4-((4-(2-ethoxy-2-oxoethyl)piperidin-1-yl)methyl)pyridin-2-yl)oxy)pyridin-2-yl)piperazine-1-carboxylate ClC=1C=C(C=C(C1)Cl)C1=CC(=CC(=N1)OC=1C=CC(=NC1)N1CCN(CC1)C(=O)OC(C)(C)C)CN1CCC(CC1)CC(=O)OCC